4-((tert-Butoxycarbonyl)amino)-2,3-difluoro-6-methylphenyl Trifluoromethanesulfonate FC(S(=O)(=O)OC1=C(C(=C(C=C1C)NC(=O)OC(C)(C)C)F)F)(F)F